C(C(=C)C)(=O)OCC(O)COC(C(=C)C)=O glycerol 1,3-di-methacrylate